FC(C1=C(CN2C(C3=NN(C(=C3C2)C2=CC(=C(C=C2F)NC(=O)NC(C2=CC=CC=C2)=O)Cl)C2=C(C=CC=C2CC)CC)(C)C)C=CC(=C1)C(F)(F)F)(F)F N-((4-(5-(2,4-bis(trifluoromethyl)benzyl)-2-(2,6-diethylphenyl)-6,6-dimethyl-2,4,5,6-tetrahydropyrrolo[3,4-c]pyrazol-3-yl)-2-chloro-5-fluorophenyl)carbamoyl)benzamide